C1(CCC1)CN(C(OC(C)(C)C)=O)[C@H]1CN(CCC1)C1=CC(N(C=C1)C(C)N1N=NC(=C1)C=1C=NC=C(C1)OCC)=O tert-butyl (cyclobutylmethyl)((3R)-1-(1-(1-(4-(5-ethoxypyridin-3-yl)-1H-1,2,3-triazol-1-yl)ethyl)-2-oxo-1,2-dihydropyridin-4-yl)piperidin-3-yl)carbamate